CN1CCCC12CN(CC2)C=2N=C1N3C=4C=CC=CC4SC3=C(C(C1=CN2)=O)C(=O)O 4-(1-Methyl-1,7-diazaspiro[4.4]nonan-7-yl)-8-oxo-11-thia-1,3,5-triazatetracyclo[8.7.0.02,7.012,17]heptadeca-2,4,6,9,12(17),13,15-heptaene-9-carboxylic acid